(R)-N-(1-((4-cyanopyrimidin-5-yl)amino)-1-oxo-3-phenylpropan-2-yl)-4-(dimethylamino)benzamide C(#N)C1=NC=NC=C1NC([C@@H](CC1=CC=CC=C1)NC(C1=CC=C(C=C1)N(C)C)=O)=O